C(#N)C1=NC(=NC(=C1)C)N1CCN(CC1)S(=O)(=O)C1=CC=C(C=C1)NC(C1=C(C=CC=C1)CN1C(OCC1)=O)=O N-(4-((4-(4-cyano-6-methylpyrimidin-2-yl)piperazin-1-yl)sulfonyl)phenyl)-2-((2-oxooxazolidin-3-yl)methyl)benzamide